OC(C(=O)N1CC2=C(N=C(NC2=O)C2(CC2)C2=CC=CC=C2)CC1)C1=CC(=CC=C1)OC1=CC=CC=C1 6-(2-hydroxy-2-(3-phenoxyphenyl)acetyl)-2-(1-phenylcyclopropyl)-5,6,7,8-tetrahydropyrido[4,3-d]pyrimidin-4(3H)-one